BrC1=CC(=C(C=C1CCCC)CCN)OC 2-(4-bromo-5-butyl-2-methoxyphenyl)ethan-1-amine